N-(cyanomethyl)-2,6-dimethoxy-4-[5-(1-methylpyrazol-4-yl)benzimidazol-1-yl]benzamide C(#N)CNC(C1=C(C=C(C=C1OC)N1C=NC2=C1C=CC(=C2)C=2C=NN(C2)C)OC)=O